C(C)(C)N(C(C1=CC=CC=C1)=O)[C@H]1COCC1 N-isopropyl-N-((R)-tetrahydrofuran-3-yl)benzamide